N-tert.-Butyl-4-[[2-(5-chloro-2-hydroxyphenyl)acetyl]amino]-3-fluoro-pyridin C(C)(C)(C)N1CC(=C(C=C1)NC(CC1=C(C=CC(=C1)Cl)O)=O)F